C(CCCCCCC(=O)OCCC#CCCCCC)(=O)OCC(COC(CCC(OCCCC\C=C/CC)OCCCC\C=C/CC)=O)COC(=O)OCC1CN(CCC1)CC 1-(3-((4,4-bis(((Z)-oct-5-en-1-yl)oxy)butanoyl)oxy)-2-(((((1-ethylpiperidin-3-yl)methoxy)carbonyl)oxy)methyl)propyl) 8-(non-3-yn-1-yl) octanedioate